ClC1=CC(=C(C=C1Cl)C(NS(=O)C(C)(C)C)C1CCN(CC1)C1C(NCC1)=O)O N-((4,5-dichloro-2-hydroxyphenyl)(1-(2-oxopyrrolidin-3-yl)piperidin-4-yl)methyl)-2-methylpropane-2-sulfinamide